C(C)(C)(C)C1=CC=C(C=C1)N1CCCCC1 1-(4-(tert-butyl)phenyl)piperidine